(R)-7'-cyclopropylspiro[cyclopropane-1,1'-isochroman]-4'-ol C1(CC1)C1=CC=C2[C@H](COC3(C2=C1)CC3)O